(R)-N'-((1,2,3,5,6,7-hexahydrodicyclopenta[b,e]pyridin-8-yl)carbamoyl)-2-(2-hydroxypropan-2-yl)-4-(methoxymethyl)thiazole-5-sulfonimidamide C1CCC2=NC3=C(C(=C21)NC(=O)N=[S@](=O)(N)C2=C(N=C(S2)C(C)(C)O)COC)CCC3